6-methyl-3,6-di-iso-propyl-1,3-cyclohexadiene CC1(CC=C(C=C1)C(C)C)C(C)C